N-(4-Amino-1H-pyrazolo[4,3-c]pyridin-7-yl)-2-oxo-2-[rac-(2R,5S)-2-(2-isopropylindazol-5-yl)-5-methyl-1-piperidyl]acetamide NC1=NC=C(C2=C1C=NN2)NC(C(N2[C@H](CC[C@@H](C2)C)C2=CC1=CN(N=C1C=C2)C(C)C)=O)=O |r|